COC(C(=O)Cl)CCC(=O)Cl (3R)-methoxyglutaric acid chloride